CN(C)OP(=O)(ON(C)C)C1=C(C[C@H](N)C(=O)O)C=CC(=C1)O o-(bis-dimethylamino-phosphono)-tyrosine